C(C(=O)N)(=O)N.[Na] sodium oxalamide